triiodotetramethyl-benzoyl chloride IC(C1=C(C(=O)Cl)C=C(C(=C1C)C)C)(I)I